3-(1-ethyl-1H-pyrazolo[3,4-b]pyridin-5-yl)-2-(5-fluoropyridin-2-yl)-6,7-dihydro-5H-pyrazolo[5,1-b][1,3]oxazine C(C)N1N=CC=2C1=NC=C(C2)C=2C(=NN1C2OCCC1)C1=NC=C(C=C1)F